1,3-bis(pyridin-3-yl)propane-1,3-dione N1=CC(=CC=C1)C(CC(=O)C=1C=NC=CC1)=O